C(C1=CC=CC=C1)OC(=O)N1CC(CC1)OCC(=O)OC(C)(C)C 3-(2-(tert-butoxy)-2-oxoethoxy)pyrrolidine-1-carboxylic acid benzyl ester